(+-)-3-(1,3-benzodioxol-5-yl)-2-methyl-propanal O1COC2=C1C=CC(=C2)C[C@H](C=O)C |r|